1H-pyrrolo[3,2-c]Quinoline N1C=CC=2C=NC=3C=CC=CC3C21